C(C)(C)(C)OC(=O)N1[C@H]2CN([C@@H](C1)C2)C2=C1C=CC=NC1=C(C=C2)C#N (1R,4R)-5-(8-Cyanoquinolin-5-yl)-2,5-diazabicyclo[2.2.1]heptane-2-carboxylic acid tert-butyl ester